C1(=CC=C(C=C1)C1=C2C=CC(C(=C3C=CC(=C(C=4C=CC(=C(C5=CC=C1N5)C5=CC=C(C=C5)C)N4)C4=CC=C(C=C4)C)N3)C3=CC=C(C=C3)C)=N2)C.[Mn] manganese tetrap-tolyl-porphyrin